C(#N)C1=CC=C2C=3C(C4=C(C(C3NC2=C1)(C)C)C=C(C(=C4)CC)N4CCC(CC4)NC(CCCCCNC4=C1C(N(C(C1=CC=C4)=O)C4C(NC(CC4)=O)=O)=O)=O)=O N-(1-(3-cyano-9-ethyl-6,6-dimethyl-11-oxo-6,11-dihydro-5H-benzo[b]carbazol-8-yl)piperidin-4-yl)-6-((2-(2,6-dioxopiperidin-3-yl)-1,3-dioxoisoindolin-4-yl)amino)hexanamide